2-[5-fluoro-2-(methoxymethoxy)phenyl]-2-[6-[4-(1-methyl-4-piperidyl)-phenyl]-1-oxo-isoindolin-2-yl]acetic acid FC=1C=CC(=C(C1)C(C(=O)O)N1C(C2=CC(=CC=C2C1)C1=CC=C(C=C1)C1CCN(CC1)C)=O)OCOC